BrC=1SC2=C(N1)C=C(C(=C2)O[C@@H]2[C@@H](CC(C2)(F)F)O)F |r| rac-cis-2-((2-bromo-5-fluorobenzo[d]thiazol-6-yl)oxy)-4,4-difluorocyclopentanol